2-(4-bromo-2-((triisopropylsilyl)oxy)phenyl)acetic acid BrC1=CC(=C(C=C1)CC(=O)O)O[Si](C(C)C)(C(C)C)C(C)C